BrC=1C=C(C2=CC=CC=C2C1)C(=O)N[C@@H]1CCO[C@]12O[C@@H]([C@@H]([C@@H]([C@H]2O)N2N=NC(=C2)C2=CC(=C(C(=C2)F)F)F)O)CO 3-bromo-N-((4r,5s,7r,8r,9s,10r)-8,10-dihydroxy-7-(hydroxymethyl)-9-(4-(3,4,5-trifluorophenyl)-1H-1,2,3-triazol-1-yl)-1,6-dioxaspiro[4.5]dec-4-yl)-1-naphthamide